C(CCCCC=CCC=CCCCC)(=O)O 6,9-Tetradecadienoic acid